C(C)(C)(C)OC(=O)N[C@H](C(=O)NC=1C=C(C=C(C1)Cl)CCCCCC(=O)OC)CCC(N)=O methyl 6-[3-[(2S)-2-[(tert-butoxycarbonyl)amino]-4-carbamoylbutanamido]-5-chlorophenyl]hexanoate